FC(COCCC#N)(C(F)F)F 3-(2,2,3,3-tetrafluoropropoxy)propanenitrile